lithium butyl-benzene C(CCC)C1=CC=CC=C1.[Li]